(ADAMANTAN-1-YL)-2-((5,6-DIMETHYL-2-(METHYLTHIO)PYRIMIDIN-4-YL)OXY)ACETAMIDE C12(CC3CC(CC(C1)C3)C2)C(C(=O)N)OC2=NC(=NC(=C2C)C)SC